N-(4-chloropyrimidin-2-yl)-6,7-dihydro-4H-pyrazolo[5,1-c][1,4]oxazin-3-amine ClC1=NC(=NC=C1)NC=1C=NN2C1COCC2